N-(3-(tert-butyl)isoxazol-5-yl)-2-(3,5-difluorophenyl)pyrazolidine-1-carboxamide C(C)(C)(C)C1=NOC(=C1)NC(=O)N1N(CCC1)C1=CC(=CC(=C1)F)F